C(C)(=O)OC1=C(SC(=C1)C)Br 2-Bromo-5-methylthiophene-3-yl acetate